C(C)(C)(C)N[C@H]1CN(CC1)C1=CC=C(N=N1)C1=C(C=C(C=C1)C1=CN=NC(=C1)OC)O 2-{6-[(3R)-3-(tert-butylamino)pyrrolidin-1-yl]pyridazin-3-yl}-5-(6-methoxypyridazin-4-yl)phenol